(2S,4S)-1-(7-chloro-1H-indole-2-carbonyl)-4-cyclohexyl-N-((S)-1-oxo-3-((S)-2-oxopyrrolidin-3-yl)propan-2-yl)pyrrolidine-2-carboxamide ClC=1C=CC=C2C=C(NC12)C(=O)N1[C@@H](C[C@H](C1)C1CCCCC1)C(=O)N[C@H](C=O)C[C@H]1C(NCC1)=O